C(C)(C)(C)C1=CC2=C(OPOC3=C2C=C(C=C3C(C)(C)C)C(C)(C)C)C(=C1)C(C)(C)C 2,4,8,10-tetra-tert-butyl-dibenzo[d,f][1,3,2]dioxaphosphepin